tert-butyl 7-(methylsulfonyl)-3-(4,4,5,5-tetramethyl-1,3,2-dioxaborolan-2-yl)-1H-indole-1-carboxylate CS(=O)(=O)C=1C=CC=C2C(=CN(C12)C(=O)OC(C)(C)C)B1OC(C(O1)(C)C)(C)C